FC1(CC(C1)(C=1SC=NN1)NC(C(=O)C1=C(C=CC=C1)C=1N2CCCC2=C(C1C)C(=O)NC1=CC(=C(C(=C1)F)F)F)=O)F 5-(2-((3,3-difluoro-1-(1,3,4-thiadiazol-2-yl)cyclobutyl)amino)-2-oxoacetylPhenyl)-6-methyl-N-(3,4,5-trifluorophenyl)-2,3-dihydro-1H-pyrrolizine-7-carboxamide